NC1=NC=2C=C(C(=CC2C2=C1COC2)C(=O)N([C@@H]2COCC1=NC(=CC=C12)C(F)(F)F)C)F 4-amino-7-fluoro-N-methyl-N-((5S)-2-(trifluoromethyl)-5,8-dihydro-6H-pyrano[3,4-b]pyridin-5-yl)-1,3-dihydrofuro[3,4-c]quinoline-8-carboxamide